1-octadecanoyl-2-(8Z,11Z,14Z-eicosatrienoyl)-sn-glycero-3-phosphocholine CCCCCCCCCCCCCCCCCC(=O)OC[C@H](COP(=O)([O-])OCC[N+](C)(C)C)OC(=O)CCCCCC/C=C\C/C=C\C/C=C\CCCCC